ClC1=NC2=NC(=C(N=C2C(=N1)C1=CCC(CC1)C(F)(F)F)C)C 2-chloro-6,7-dimethyl-4-(4-(trifluoromethyl)cyclohex-1-en-1-yl)pteridine